methyl 2-((2-(3-((tert-butoxycarbonyl) amino) propyl)-3,4-difluorophenyl)-amino)-5-fluoro-4-(trifluoromethyl)-benzoate C(C)(C)(C)OC(=O)NCCCC1=C(C=CC(=C1F)F)NC1=C(C(=O)OC)C=C(C(=C1)C(F)(F)F)F